ClC=1C=C(C=C(C1)Cl)C1=NC(=CC(=C1)CN1CCC(CC1)OC(C(=O)O)(C)C)OC=1C=NC(=NC1)N1CCN(CC1)C 2-((1-((2-(3,5-dichlorophenyl)-6-((2-(4-methylpiperazin-1-yl)pyrimidin-5-yl)oxy)pyridin-4-yl)methyl)piperidin-4-yl)oxy)-2-methylpropanoic acid